5-amino-3,7-dichloropyrazolo[1,5-a]pyridine NC1=CC=2N(C(=C1)Cl)N=CC2Cl